CC1=C(C(=C(C1([Hf]C=1CC=2C=C3C(=CC2C1CC(C)C)C=CC=C3)C)C)C)C Pentamethylcyclopentadienyl-(1-isobutyl-benzo[f]indenyl)hafnium